2-bromo-N-(3-methoxyphenyl)benzamide BrC1=C(C(=O)NC2=CC(=CC=C2)OC)C=CC=C1